OC(C(=O)NC1=CC2=CC=CC=C2C=C1)C1N(CCC1)C(CNC(=O)C1=CC=NC2=CC=C(C=C12)OCCCN1CCOCC1)=O N-(2-(2-(1-hydroxy-2-(naphthalen-2-ylamino)-2-oxoethyl)pyrrolidin-1-yl)-2-oxoethyl)-6-(3-morpholinopropoxy)quinoline-4-carboxamide